N-(1-allyl-5-(trifluoromethyl)-1H-1,2,4-triazol-3-yl)-4-(5-(3,5-dichlorophenyl)-5-(trifluoromethyl)-4,5-dihydroisoxazol-3-yl)-2-methylbenzamide C(C=C)N1N=C(N=C1C(F)(F)F)NC(C1=C(C=C(C=C1)C1=NOC(C1)(C(F)(F)F)C1=CC(=CC(=C1)Cl)Cl)C)=O